COC1=C(C=C(C=C1)CCN[C@@H]([C@H]1CNC2=CC=CN=C2C1)C1=CC=CC=C1)CC(=O)O 2-(2-methoxy-5-(2-(((S)-phenyl((R)-1,2,3,4-tetrahydro-1,5-naphthyridin-3-yl)methyl)amino)ethyl)phenyl)acetic acid